Cl.COC([C@@H](N)COC1CCC(CC1)C1=C(C=CC=C1)OCC1=CC=CC=C1)=O O-((1s,4R)-4-(2-(benzyloxy)phenyl)cyclohexyl)-L-serine methyl ester hydrochloride